COC(=O)[C@H]1NC[C@@H](CC1)NOCC1=CC=CC=C1 (2S,5R)-5-(phenylmethyloxyamino)-piperidine-2-carboxylic acid methyl ester